(4-(2-oxopyrrolidin-1-yl)-phenyl)acetamide O=C1N(CCC1)C1=CC=C(C=C1)CC(=O)N